C1(CC1)C1=CC(=CC(=N1)N1C(C2=C(C(=C1)C(F)(F)F)C=C(N2)CNCCOC)=O)C2=C(C=C(C=C2)F)N2N=CC=C2C(F)(F)F 6-[6-cyclopropyl-4-[4-fluoro-2-[5-(trifluoromethyl)pyrazol-1-yl]phenyl]pyridin-2-yl]-2-[(2-methoxyethylamino)methyl]-4-(trifluoromethyl)-1H-pyrrolo[2,3-c]pyridin-7-one